7-Chloro-6-(6-methoxy-1H-imidazo[4,5-b]pyridin-2-yl)-2-methyl-2H-pyrazolo-[4,3-b]pyridin-5(4H)-one ClC=1C=2C(NC(C1C=1NC=3C(=NC=C(C3)OC)N1)=O)=CN(N2)C